tert-butyl 4-(2-chloro-4-(5-(2,3-difluoro-4-(fluoromethoxy)phenyl)-1-methyl-1H-imidazole-2-carboxamido)benzoyl)piperazine-1-carboxylate ClC1=C(C(=O)N2CCN(CC2)C(=O)OC(C)(C)C)C=CC(=C1)NC(=O)C=1N(C(=CN1)C1=C(C(=C(C=C1)OCF)F)F)C